COC=1C(=C2CCCC2=CC1)NC(OC1=CC=CC=C1)=O phenyl (5-methoxy-2,3-dihydro-1H-inden-4-yl)carbamate